(S)-N-(3-chloro-4-fluorophenyl)-N-methyl-1-(6-methyl-4-(trifluoromethyl)pyridin-2-yl)-5-oxopyrrolidine-2-carboxamide ClC=1C=C(C=CC1F)N(C(=O)[C@H]1N(C(CC1)=O)C1=NC(=CC(=C1)C(F)(F)F)C)C